C(C1=CC=CC=C1)OC1=C(C(=NC(=C1)OCC1OCCCC1)CCC1=CC=C(C=C1)CCC)C 4-(Benzyloxy)-3-methyl-2-(4-propylphenethyl)-6-((tetrahydro-2H-pyran-2-yl)methoxy)pyridine